ClC1=CC=C(NC2=C(N=C3N2C=CN=C3)C3=CC=C(C(=O)OC)C=C3)C=C1 methyl 4-[3-(4-chloroanilino) imidazo[1,2-a]pyrazin-2-yl]benzoate